BrC=1C(N(N=C(C1)C)C1=CC(=C(C=C1)OC)OC)=O 4-bromo-2-(3,4-dimethoxyphenyl)-6-methyl-pyridazin-3-one